5-hydroxypentyl ((4-aminophenyl)(imino)methyl)carbamate NC1=CC=C(C=C1)C(=N)NC(OCCCCCO)=O